C(C)(C)(C)OC(=O)N1CC(C(CC1)OC)CO 3-(hydroxymethyl)-4-methoxypiperidine-1-carboxylic acid tert-butyl ester